1-dodecyl-boronic acid C(CCCCCCCCCCC)B(O)O